C(C)(C)(C)OC(=O)NCCN=C(NCCC(=O)N(CCCCCCCCC=CCCCCCCCC)CCCCCCCCC=CCCCCCCCC)NCCNC(=O)OC(C)(C)C 3-[N',N''-bis(2-tertbutyloxycarbonylaminoethyl)guanidino]-N,N-dioctadec-9-enylpropionamide